benzyl 15-bromopentadecanoate BrCCCCCCCCCCCCCCC(=O)OCC1=CC=CC=C1